C1(C(C(C1CCC#N)CCC#N)CCC#N)CCC#N 3,3',3'',3'''-(cyclobutane-1,2,3,4-tetrayl)tetrapropionitrile